COC1=NC=CC(=N1)C1=CC=2C=NC(=CC2N1)NC(=O)C=1C=NN(C1)C[C@H]1COCC1 (S)-N-(2-(2-methoxypyrimidin-4-yl)-1H-pyrrolo[3,2-c]pyridin-6-yl)-1-((tetrahydrofuran-3-yl)methyl)-1H-pyrazole-4-carboxamide